N-(2-hydroxyethyl)-N-methyl-para-toluidine OCCN(C1=CC=C(C=C1)C)C